2-((1-(2-(isoindolin-2-yl)-3,6-dimethyl-4-oxo-3,4-dihydroquinazolin-8-yl)ethyl)amino)-N-methylbenzenesulfonamide C1N(CC2=CC=CC=C12)C1=NC2=C(C=C(C=C2C(N1C)=O)C)C(C)NC1=C(C=CC=C1)S(=O)(=O)NC